(5r,10r)-3,7-Di(azetidin-1-yl)-5-(3-iodopropyl)-5-methyl-3'H,5H-spiro[dibenzo[b,e]siline-10,1'-isobenzofuran]-3'-one N1(CCC1)C=1C=CC2=C([Si](C3=C(C=CC(=C3)N3CCC3)C23OC(C2=CC=CC=C32)=O)(C)CCCI)C1